3-(4-((4-(4-(1-acetyl-4-((4-chlorophenyl)amino)-2-methyl-1,2,3,4-tetrahydroquinolin-6-yl)phenyl)piperazin-1-yl)methyl)phenyl)piperidine-2,6-dione C(C)(=O)N1C(CC(C2=CC(=CC=C12)C1=CC=C(C=C1)N1CCN(CC1)CC1=CC=C(C=C1)C1C(NC(CC1)=O)=O)NC1=CC=C(C=C1)Cl)C